C(CCC)C1=C(N=C(S1)C1CCN(CC1)CCCCC1=CNC2=CC=C(C=C12)C#N)C1=CC=C(C=C1)OC1=CC=C(C=C1)Cl 3-(4-(4-(5-butyl-4-(4-(4-chlorophenoxy)phenyl)thiazol-2-yl)piperidin-1-yl)butyl)-1H-indole-5-carbonitrile